IC=1C=C2C(=CC=NC2=CC1)NC1=CC(=CC(=C1)OCC1COCC1)OC 6-Iodo-N-(3-methoxy-5-((tetrahydrofuran-3-yl)methoxy)phenyl)quinolin-4-amine